3-(2-amino-propyl)-indole NC(CC1=CNC2=CC=CC=C12)C